2,18-dioxo-6,9,12,15-tetraoxa-3,19-diaza-heneicosane O=C(C)NCCOCCOCCOCCOCCC(NCC)=O